di(hydroxy-phenyl) ketone OC1=C(C=CC=C1)C(=O)C1=C(C=CC=C1)O